(2-(5'-fluoro-1',7-dimethyl-1H,1'H-[4,6'-biindazol]-1-yl)acetyl)glycylglycine FC=1C=C2C=NN(C2=CC1C=1C=2C=NN(C2C(=CC1)C)CC(=O)NCC(=O)NCC(=O)O)C